CC1=C(OCCN2CCN(CC2)C)C(=CC(=C1)C)CC=1C=NC=CC1 1-(2-(2,4-dimethyl-6-(pyridin-3-ylmethyl)phenoxy)ethyl)-4-methylpiperazine